(R)-N'-((1,2,3,5,6,7-hexahydro-s-indacen-4-yl-3,3,5,5-d4)carbamoyl)-2-(2-hydroxypropan-2-yl)-thiazole-5-sulfonimidamide C1CC(C2=C(C=3C(CCC3C=C12)([2H])[2H])NC(=O)N=[S@](=O)(N)C1=CN=C(S1)C(C)(C)O)([2H])[2H]